(Difluorooxalate) Lithium [Li].C(C(=O)F)(=O)F